OCC(CCNC1=C2NC=NC2=NC=N1)C 6-(4-hydroxy-3-methylbutylamino)purine